N(=O)N(C(C)C)C(C)C nitrosodi-isopropylamine